FC1=CC=C(C=C1)N1N=C(C=C1C1=CC(=CC(=C1)COCC(F)(F)F)F)NC(=O)[C@@H]1CNC(C1)=O (S)-5-oxopyrrolidine-3-carboxylic acid {1-(4-fluorophenyl)-5-[3-fluoro-5-(2,2,2-trifluoroethoxymethyl)phenyl]-1H-pyrazol-3-yl}amide